FC=1C(=NC=CC1)C1(CC(C1)=O)C#N 1-(3-fluoropyridin-2-yl)-3-oxocyclobutane-1-carbonitrile